C(C)OC1=NC(=CC=C1)C#C[Si](C)(C)C ethoxy-6-((trimethylsilyl)ethynyl)pyridine